1-aminopyrimidinium iodide [I-].N[N+]1=CN=CC=C1